CC(CC)(O[C@H](C(=O)OCCC)C)C Propyl (S)-2-(1,1-dimethylpropoxy)propanoate